C1(CC1)C1=NN(C=N1)C1CC2(CN(C2)C(=O)N2CC3(C2)CC(C3)CC3=CC=C(C=C3)S(=O)(=N)C)C1 [6-(3-cyclopropyl-1,2,4-triazol-1-yl)-2-azaspiro[3.3]heptan-2-yl]-[6-[[4-(methylsulfonimidoyl)phenyl]methyl]-2-azaspiro[3.3]heptan-2-yl]methanone